5-(fluoromethoxy-d2)naphthalen-2-amine FC(OC1=C2C=CC(=CC2=CC=C1)N)([2H])[2H]